3-(1',2'-Dihydrospiro[cyclopropane-1,3'-pyrrolo[2,3-b]pyridin]-5'-yl)-1H-indole-5-carbonitrile N1CC2(C=3C1=NC=C(C3)C3=CNC1=CC=C(C=C31)C#N)CC2